N1(CC(CC1)C(=O)OCC1=CC=CC=C1)C(=O)OC(C)(C)C 3-benzyl 1-(tert-butyl) pyrrolidine-1,3-dicarboxylate